5,7-dichloro-1H-indol ClC=1C=C2C=CNC2=C(C1)Cl